N1C2=C(N=C(C1)C(=O)N)N=CC=C2 dihydropyrido[2,3-b]pyrazine-3-carboxamide